FC1=CC=C(C=C1)C(C(C#N)C1=CC=CC=C1)CCO 3-(4-fluorophenyl)-5-hydroxy-2-phenyl-valeronitrile